C(CCCCCCC\C=C/C\C=C/CCCCC)(=O)OC(C(CCCCCCCCC=O)CO)OC(CCCC)CCCC 2-(hydroxymethyl)-l-1-(nonan-5-yloxy)-11-oxoundecyl (9Z,12Z)-octadeca-9,12-dienoate